N(=[N+]=[N-])C1=CC=C(C=C2C(C(CC(C2)C)=CC2=CC=C(C=C2)N=[N+]=[N-])=O)C=C1 2,6-bis(4-azidobenzylidene)-4-methylcyclohexanone